C(C)(=O)OCCC\C=C/C\C=C/CCCCC (Z,Z)-4,7-Tridecadienyl acetate